1-azabicyclo[3.2.0]heptane-2-carboxylic acid potassium salt [K+].N12C(CCC2CC1)C(=O)[O-]